S1C(=CC=C1)C1=CC(=NN1)NC1=CC=C(C=C1)O 4-((5-(thiophen-2-yl)-1H-pyrazol-3-yl)amino)phenol